O[C@@H]1C[C@H](N(C1)C([C@H](C(C)(C)C)NC(CCCCCCCCC(=O)OCC)=O)=O)C(N[C@@H](C)C1=CC=C(C=C1)C1=C(N=CS1)C)=O 1-Ethyl 10-(((S)-1-((2S,4R)-4-hydroxy-2-(((S)-1-(4-(4-methylthiazol-5-yl)phenyl)ethyl)carbamoyl)pyrrolidin-1-yl)-3,3-dimethyl-1-oxobutan-2-yl)amino)-10-oxodecanoate